N-tert-butyl-3-phenyl-5-(2-propan-2-ylpyrazol-3-yl)benzamide C(C)(C)(C)NC(C1=CC(=CC(=C1)C=1N(N=CC1)C(C)C)C1=CC=CC=C1)=O